2-[(4-{2-[(2,4-dichlorophenoxy)methyl]phenoxy}piperidin-1-yl)methyl]-1-{[(2S)-oxetan-2-yl]methyl}-1H-1,3-benzodiazole-6-carboxylic acid ClC1=C(OCC2=C(OC3CCN(CC3)CC3=NC4=C(N3C[C@H]3OCC3)C=C(C=C4)C(=O)O)C=CC=C2)C=CC(=C1)Cl